ClC1=C(C(=O)NC=2C=C3C=C(N(C3=CC2)C)C(=O)NCC2=C(C=CC=C2F)F)C=C(C=C1)CNC(C(C)C)=O 5-(2-chloro-5-(isobutyrylaminomethyl)benzoylamino)-N-(2,6-difluorobenzyl)-1-methyl-1H-indole-2-carboxamide